CC(CCC(C)NC1=NC=C(N=C1)NC(C)CCC(C)C)C N2,N5-bis(5-methylhexan-2-yl)pyrazine-2,5-diamine